C(C)(=O)NCCCC(=O)SC[C@@H](C(=O)OC)NC(CCNC(=O)[C@@H]1OC(OCC1(C)C)(C)C)=O methyl (2R)-3-[(4-acetamidobutanoyl) sulfanyl]-2-(3-[[(4R)-2,2,5,5-tetramethyl-1,3-dioxan-4-yl]formamido]propanamido)propanoate